3,5-Bis((2-ethylhexyl)oxy)benzyl 4-(4-methylpiperazin-1-yl)butanoate CN1CCN(CC1)CCCC(=O)OCC1=CC(=CC(=C1)OCC(CCCC)CC)OCC(CCCC)CC